4-(5-(benzylamino)-1-(3-methyloxetan-3-yl)-1H-benzo[d]imidazol-2-yl)-3-fluoro-6-methoxybenzene-1,2-diol C(C1=CC=CC=C1)NC1=CC2=C(N(C(=N2)C=2C(=C(C(=C(C2)OC)O)O)F)C2(COC2)C)C=C1